BrCC1=CC=C(C=C1)N1N=C(C=C1OC)C(F)(F)F 1-[4-(bromomethyl)phenyl]-5-methoxy-3-(trifluoromethyl)pyrazole